C(C)(C)(C)C1=CC=C(C=C1)S(=O)(=O)C1=CC(OC1(C1=CC=CC=C1)C)=O 4-((4-tert-butylphenyl)sulfonyl)-5-methyl-5-phenylfuran-2(5H)-one